8-chloro-5-oxo-5,6-dihydro-11H-benzo[b]pyrido[2,3-e][1,4]diazepine ClC=1C=CC2=C(NC(C3=C(N2)N=CC=C3)=O)C1